[6-(3-cyclopropyl-1,2,4-triazol-1-yl)-2-azaspiro[3.3]heptan-2-yl]-(2-triflyl-2,6-diazaspiro[3.3]heptan-6-yl)methanone C1(CC1)C1=NN(C=N1)C1CC2(CN(C2)C(=O)N2CC3(CN(C3)S(=O)(=O)C(F)(F)F)C2)C1